[Si](C1=CC=CC=C1)(C1=CC=CC=C1)(C(C)(C)C)OCCC1(CCCCC1)C=O 2-[(tert-butyldiphenylsilyl)oxy]ethylcyclohexane-1-carbaldehyde